C(C1=CC=CC=C1)N(C)CC1=NC(=CC(=N1)NC1=CC(=CC=C1)OC)N 2-((Benzyl(methyl)amino)methyl)-N4-(3-methoxyphenyl)pyrimidine-4,6-diamine